N-[5-[3-[(2R)-2-amino-2-(2-fluorophenyl)ethoxy]-5-methyl-isoxazol-4-yl]pyrazolo[1,5-a]pyridin-2-yl]cyclopropanecarboxamide N[C@@H](COC1=NOC(=C1C1=CC=2N(C=C1)N=C(C2)NC(=O)C2CC2)C)C2=C(C=CC=C2)F